ClC=1C=C(C=CC1)C1=NN2C(CN(CC2)C(\C=C\CN(C)C)=O)=C1C1=CC=NC=C1 (2E)-1-[2-(3-chlorophenyl)-3-(pyridin-4-yl)-6,7-dihydropyrazolo[1,5-a]pyrazin-5(4H)-yl]-4-(dimethylamino)but-2-en-1-one